4-[(1R,3S,4R,5S)-5-{[4-cyclopropyl-1-(2,6-dichlorophenyl)-1H-pyrazol-5-yl]methoxy}-3-ethyl-2-azabicyclo[2.2.1]heptan-2-yl]-2-fluorobenzoic acid C1(CC1)C=1C=NN(C1CO[C@@H]1[C@H]2[C@@H](N([C@@H](C1)C2)C2=CC(=C(C(=O)O)C=C2)F)CC)C2=C(C=CC=C2Cl)Cl